N-(ammonioacetyl)glycyl-L-phenylalanyl-glycine trifluoroacetate FC(C(=O)[O-])(F)F.[NH3+]CC(=O)NCC(=O)N[C@@H](CC1=CC=CC=C1)C(=O)NCC(=O)O